(2S)-2-(((2S,5R)-2-carbamoyl-4-methyl-7-oxo-1,6-diazabicyclo[3.2.1]oct-3-en-6-yl)oxy)-2-fluoroacetic acid lithium salt [Li+].C(N)(=O)[C@H]1N2C(N([C@H](C(=C1)C)C2)O[C@H](C(=O)[O-])F)=O